N-[(4-fluorophenyl)methyl]acetamid FC1=CC=C(C=C1)CNC(C)=O